(1S,4S)-5-(2-((R)-2-Benzylazepan-1-yl)-6-((4-methoxybenzyl)oxy)pyridin-4-yl)-2-oxa-5-azabicyclo[2.2.1]heptane C(C1=CC=CC=C1)[C@@H]1N(CCCCC1)C1=NC(=CC(=C1)N1[C@@H]2CO[C@H](C1)C2)OCC2=CC=C(C=C2)OC